2,2-dimethyl-1-(5-(4-(4-(4,4,5,5-tetramethyl-1,3,2-dioxaborolan-2-yl)phenyl)piperazin-1-yl)pyridin-2-yl)propan-1-ol CC(C(O)C1=NC=C(C=C1)N1CCN(CC1)C1=CC=C(C=C1)B1OC(C(O1)(C)C)(C)C)(C)C